NC1=NC(N(C=C1)[C@@H]1O[C@]([C@H]([C@H]1C)O)(C)CO)=O 4-amino-1-((2R,3R,4S,5R)-4-hydroxy-5-(hydroxymethyl)-3,5-dimethyltetrahydrofuran-2-yl)pyrimidin-2(1H)-one